FC=1C=C(C=C(C1)OC1=CC(=CC=C1)F)[C@@H]1N(OCC1)C1=CC(=NC=N1)NC=1C(=CC(=C(C1)NC(C=C)=O)N1CCN(CC1)C)OC (R)-N-(5-((6-(3-(3-fluoro-5-(3-fluorophenoxy)phenyl)isoxazolidin-2-yl)pyrimidine-4-yl)amino)-4-methoxy-2-(4-methylpiperazin-1-yl)phenyl)acrylamide